methyl 8-(benzyloxy)-4-(3-chlorophenyl)-5-(((2-(trimethylsilyl)ethoxy)carbonyl)amino)-1,6-naphthyridine-7-carboxylate C(C1=CC=CC=C1)OC=1C(=NC(=C2C(=CC=NC12)C1=CC(=CC=C1)Cl)NC(=O)OCC[Si](C)(C)C)C(=O)OC